(1s,4s)-N-(2-methoxypyridin-4-yl)-4-(4-methyl-1-oxoisoindolin-2-yl)cyclohexanecarboxamide COC1=NC=CC(=C1)NC(=O)C1CCC(CC1)N1C(C2=CC=CC(=C2C1)C)=O